ClC=1C(=NC(=NC1C)N1CCC(CC1)C1CN(CCC1)C1C(CC1)(C(=O)O)C)N[C@H](C)C1=C(C=C(C=C1)Cl)Cl (1'-(5-chloro-4-(((R)-1-(2,4-dichlorophenyl)ethyl)amino)-6-methylpyrimidin-2-yl)-[3,4'-bipiperidin]-1-yl)-1-methylcyclobutane-1-carboxylic acid